(2-(morpholine-4-carboxamido)ethyl)carbamic acid tert-butyl ester C(C)(C)(C)OC(NCCNC(=O)N1CCOCC1)=O